COC(=O)C=1SC=C(C1)NC(CC1=C(C=CC(=C1)Cl)OC)=O 4-[[2-(5-chloro-2-methoxy-phenyl)acetyl]amino]thiophene-2-carboxylic acid methyl ester